Cl.C1NC[C@H]2[C@@H]1CC[C@H]2N (3aR,4R,6aS)-octahydrocyclopenta[c]pyrrol-4-amine HCl salt